(2S,4r)-1-[(2S)-2-(4-cyclopropyl-triazol-1-yl)-3,3-dimethyl-butyryl]-4-hydroxy-N-[(1S,2S,4r,5r)-4-(hydroxymethyl)-2-bicyclo[3.1.0]hexanyl]pyrrolidine-2-carboxamide C1(CC1)C=1N=NN(C1)[C@H](C(=O)N1[C@@H](C[C@H](C1)O)C(=O)N[C@@H]1[C@H]2C[C@H]2[C@@H](C1)CO)C(C)(C)C